C(CCCCCCCCC)OC=CCCCCCCCCC=C 1-(decyloxy)dodeca-1,11-diene